O1C(=CC=C1)COC(=O)N1CCC(CC1)(CO)F 4-fluoro-4-(hydroxymethyl)piperidine-1-carboxylic acid-furan-2-ylmethyl ester